N-(3-(4'-(pyridin-4-ylmethoxy)-4,5,5',6'-tetrahydro-2H-spiro[furan-3,8'-pyrano[3,4-b]pyridin]-2'-yl)-1H-pyrrolo[2,3-c]pyridin-5-yl)acetamide N1=CC=C(C=C1)COC1=C2C(=NC(=C1)C1=CNC3=CN=C(C=C31)NC(C)=O)C3(OCC2)COCC3